fluorophenyl-1-ethanethione FCC(=S)C1=CC=CC=C1